6-(2-chloropyrimidin-5-yl)hex-5-yn-1-ol ClC1=NC=C(C=N1)C#CCCCCO